tert-butyl 3,3-difluoro-4-(5-isobutoxy-2-methylbenzofuran-3-carboxamido)piperidine-1-carboxylate FC1(CN(CCC1NC(=O)C1=C(OC2=C1C=C(C=C2)OCC(C)C)C)C(=O)OC(C)(C)C)F